OCCCCCC1=CC=C2CCCN(C2=N1)C(=O)OC(C)(C)C tert-butyl 7-(5-hydroxypentyl)-3,4-dihydro-1,8-naphthyridine-1(2H)-carboxylate